C(C(O)CC(=O)O)(=O)SCCNC(CCNC([C@@H](C(COP(OP(OC[C@@H]1[C@H]([C@H]([C@@H](O1)N1C=NC=2C(N)=NC=NC12)O)OP(=O)(O)O)(=O)O)(=O)O)(C)C)O)=O)=O Maloyl-CoA